C[C@H]1N(CCN(C1)C=1C=CC2=C(NC(=N2)C=2NC=C(C2)C(C2=C(C=CC=C2)C(F)(F)F)=O)C1)C(C)=O (R)-1-(2-methyl-4-(2-(4-(2-(trifluoromethyl)benzoyl)-1H-pyrrol-2-yl)-1H-benzo[d]imidazol-6-yl)piperazin-1-yl)ethanone